O=C([C@H](O)[C@@H](O)[C@H](O)CO)OCC ethyl xylonate